5-(4-((5-(cyanomethyl)-3-ethyl-8-fluoro-2,4-dioxo-1,2,3,4-tetrahydroquinazolin-7-yl)methyl)piperazin-1-yl)-N,6-dimethylpyridineamide C(#N)CC1=C2C(N(C(NC2=C(C(=C1)CN1CCN(CC1)C=1C=CC(=NC1C)C(=O)NC)F)=O)CC)=O